(S)-3-(4-Hydroxybenzo[b]thiophen-5-yl)-4-methyl-6-(((4-methylmorpholin-2-yl)methyl)amino)-1,2,4-triazine-5(4H)-one OC1=C(C=CC=2SC=CC21)C2=NN=C(C(N2C)=O)NC[C@H]2CN(CCO2)C